benzoic acid 3-(1,3-dioxo-1,3-dihydro-isoindol-2-ylmethyl)-but-3-enyl ester O=C1N(C(C2=CC=CC=C12)=O)CC(CCOC(C1=CC=CC=C1)=O)=C